COC([C@@H](NC(=O)OC(C)(C)C)[C@H](O)C)=O Boc-threonine methyl ester